7-Bromo-4-(4-(trifluoromethoxy)phenyl)benzo[d]thiazol-6-amine BrC1=C(C=C(C=2N=CSC21)C2=CC=C(C=C2)OC(F)(F)F)N